ClC=1C=C(C(=NC1)OC)S(=O)(=O)NC1=CC(=C(C=C1)F)C1=CC2=C(N=C(N=C2)NCC)NC1=O 5-chloro-N-(3-(2-(ethylamino)-7-oxo-7,8-dihydropyrido[2,3-d]pyrimidin-6-yl)-4-fluorophenyl)-2-methoxypyridine-3-sulfonamide